3-(5-formylpyridin-3-yl)phenyl cyclopentylcarbamate C1(CCCC1)NC(OC1=CC(=CC=C1)C=1C=NC=C(C1)C=O)=O